OCCOC1=CC2=C(N=C(O2)NC2=NC3=C(N2C)C=CC(=C3)C(=O)NCCO)C=C1 2-((6-(2-hydroxyethoxy)-benzo[d]oxazol-2-yl)-amino)-N-(2-hydroxy-ethyl)-1-methyl-1H-benzo[d]imidazole-5-carboxamide